cyclopentyl-formyl-diphenyl-phosphine oxide C1(CCCC1)C1=C(C=CC=C1)P(C1=CC=CC=C1)(C=O)=O